peroxymaleic acid C(\C=C/C(=O)O)(=O)OO